C(C)(=O)/C(/C(=O)N)=C\C1=CC(O)=C(O)C=C1 acetyl-caffeic acid amide